N-(4-chlorophenyl)-N',N'-dimethylurea ClC1=CC=C(C=C1)NC(=O)N(C)C